BrC=1C=C2C=NN(C2=CC1[N+](=O)[O-])C 5-bromo-1-methyl-6-nitro-1H-indazole